[Br-].CN(C=1C=C(C=2C(C3=CC(=CC=C3N(C2C1)C1=CC=CC=C1)N(C)C)C1=C(C=C(C=C1C)C)C)OC)C 3,7-bis(dimethylamino)-9-mesityl-1-methoxy-10-phenylacridine bromide